tert-butyl (S)-(6-fluoro-5-methyl-4-oxo-2,3,4,5-tetrahydropyrido[4,3-b][1,4]oxazepin-3-yl)carbamate FC1=NC=CC=2OC[C@@H](C(N(C21)C)=O)NC(OC(C)(C)C)=O